C(C=C)(=O)N1C(CN(CC1)C1=NC(=NC=2CC(CCC12)N1CCCC2=CC=C(C=C12)F)N1CC2OCCN(C2C1)C)CC#N 2-(1-acryloyl-4-(7-(7-fluoro-3,4-dihydroquinolin-1(2H)-yl)-2-(4-methylhexahydropyrrolo[3,4-b][1,4]oxazin-6(2H)-yl)-5,6,7,8-tetrahydroquinazolin-4-yl)piperazin-2-yl)acetonitrile